galloyl glucopyranoside O(C1[C@H](O)[C@@H](O)[C@H](O)[C@H](O1)CO)C(C1=CC(O)=C(O)C(O)=C1)=O